Cl.C(\C=C\C1=CC(OC)=C(O)C=C1)(=O)N ferulamide hydrochloride